N1=C(C=CC(=C1)C1=CC=2C3=CC=CC=C3C3=CC(=CC=C3C2C=C1)C=1C=CC(=NC1)C1=NC=CC=C1)C1=NC=CC=C1 2,7-di(2,2'-bipyridinyl-5-yl)triphenylene